OC1CCC2(CN(C3=CC=CC=C23)S(=O)(=O)C2=CC=C(C=C2)S(=O)(=O)N(C)C)CC1 4-({4-hydroxy-1',2'-dihydrospiro[cyclohexane-1,3'-indol]-1'-yl}sulfonyl)-N,N-dimethylbenzene-1-sulfonamide